C(CC=C)OCCCCCC(C)=O 7-but-3-enyloxy-heptane-2-one